C(C)OC(CC(=S)N)=O ethyl-3-amino-3-thioxopropionate